FC(C=1C(=C(C=CC1)[C@@H](C)NC=1C2=C(N=C(N1)C)C=NC(=C2)O[C@@H]2COCC2)F)F N-{(1R)-1-[3-(difluoromethyl)-2-fluorophenyl]ethyl}-2-methyl-6-{[(3S)-oxolane-3-yl]oxy}pyrido[3,4-d]pyrimidin-4-amine